2-(6-(2-oxa-6-azaspiro[3.4]oct-6-yl)pyrimidin-4-yl)-4-(1H-1,2,3-triazol-1-yl)-1,2-dihydro-3H-pyrazol-3-one C1OCC12CN(CC2)C2=CC(=NC=N2)N2NC=C(C2=O)N2N=NC=C2